Trans-(1-((5-(aminomethyl)thiazol-2-yl)sulfonyl)-5-phenylpiperidin-3-yl)(4-(methylsulfonyl)piperazin-1-yl)methanone NCC1=CN=C(S1)S(=O)(=O)N1C[C@H](C[C@@H](C1)C1=CC=CC=C1)C(=O)N1CCN(CC1)S(=O)(=O)C